NC1=C(N=C2N1C=CC=C2C2=CC(=NC=C2)C#N)C(=O)NCCC 3-Amino-8-(2-cyanopyridin-4-yl)-N-propylimidazo[1,2-a]pyridine-2-carboxamide